FC(CN1N=CC=2C=NC(=C(C21)OC)NC2=CC(=NC=C2C(=O)NC([2H])([2H])[2H])NC(=O)NC)(C)F 4-((1-(2,2-Difluoropropyl)-7-methoxy-1H-pyrazolo[4,3-c]pyridin-6-yl)amino)-N-(methyl-d3)-6-(3-methylureido)nicotinamide